BrC1=CC(=C(C(=C1)F)CNC1=C(C=NC2=NC(=CC=C12)OC)[N+](=O)[O-])F N-[(4-bromo-2,6-difluorophenyl)methyl]-7-methoxy-3-nitro-1,8-naphthyridin-4-amine